NC=1C=CC2=C(OCCN2CC(=O)OC)C1 Methyl 2-(7-amino-2,3-dihydro-4H-benzo[b][1,4]oxazin-4-yl)acetate